FC(CN1C(=C(C(C=C1)=O)C(=O)OCC1=CC=CC=C1)C)F Benzyl 1-(2,2-difluoroethyl)-2-methyl-4-oxo-1,4-dihydropyridine-3-carboxylate